7-[(8aR)-8a-methyl-1,3,4,6,7,8-hexahydropyrrolo[1,2-a]pyrazin-2-yl]-2-(2,8-dimethylimidazo[1,2-b]pyridazin-6-yl)pyrido[1,2-a]pyrimidin-4-one C[C@]12N(CCN(C1)C=1C=CC=3N(C(C=C(N3)C=3C=C(C=4N(N3)C=C(N4)C)C)=O)C1)CCC2